(R)-N-methyl-N-(4-(3-methylmorpholino)-2-(1H-pyrrolo[2,3-b]pyridin-4-yl)thieno[3,2-d]pyrimidin-7-yl)cyclopropylsulfonamide CN(S(=O)(=O)C1CC1)C1=CSC2=C1N=C(N=C2N2[C@@H](COCC2)C)C2=C1C(=NC=C2)NC=C1